ClC=1C=C(C=CC1)[C@@H]1C[C@H](C(O[C@@H]1C1=CC=C(C=C1)Cl)=O)C (3r,5s,6s)-5-(3-chlorophenyl)-6-(4-chlorophenyl)-3-methyltetrahydro-2H-pyran-2-one